C(C)(=O)N1C2CN(CC1C2)C2=NN=C(S2)C=2C(=CC(=NC2)C2=CC=C1N2N=CC(=C1)C#N)NC(C)C 7-(5-(5-(6-acetyl-3,6-diazabicyclo[3.1.1]hept-3-yl)-1,3,4-thiadiazol-2-yl)-4-(isopropylamino)pyridin-2-yl)pyrrolo[1,2-b]pyridazine-3-carbonitrile